ClC1=C(C=CC=C1C#N)C1=NNC2=NC(=C(N=C21)CO)N2CCC(CC2)(C(NC=2C=NC=C(C2)C)=N)C 1-(3-(2-chloro-3-cyanophenyl)-5-hydroxymethyl-1H-pyrazolo[3,4-b]pyrazine-6-yl)-4-methyl-N-(5-methylpyridin-3-yl)piperidine-4-carboximidamide